1-(3-(3-(1H-pyrazol-4-yl)quinoxaline-6-carbonyl)-2,4-difluorophenyl)-3-(4-chloro-3-(trifluoromethyl)phenyl)urea N1N=CC(=C1)C=1C=NC2=CC=C(C=C2N1)C(=O)C=1C(=C(C=CC1F)NC(=O)NC1=CC(=C(C=C1)Cl)C(F)(F)F)F